(S)-N-(8-fluoro-2-methylimidazo[1,2-a]pyridin-6-yl)-4-(3-(methylamino)pyrrolidin-1-yl)-2,3-dihydro-1H-pyrrolo[2,3-b]pyridine-1-carboxamide formate C(=O)O.FC=1C=2N(C=C(C1)NC(=O)N1CCC=3C1=NC=CC3N3C[C@H](CC3)NC)C=C(N2)C